6-(6-fluoro-2-pyrrolidin-1-yl-quinazolin-4-yl)-N-(2-methylpyrazol-3-yl)-7,8-dihydro-5H-1,6-naphthyridin-3-amine FC=1C=C2C(=NC(=NC2=CC1)N1CCCC1)N1CC=2C=C(C=NC2CC1)NC=1N(N=CC1)C